FC(C(N1C(CCC1)C1=CC=CC=C1)C1=NC=C2C=C(C=NC2=C1)OC1=C(C=C(C=C1)F)F)F 7-(2,2-difluoro-1-(2-phenylpyrrolidin-1-yl)ethyl)-3-(2,4-difluorophenoxy)-1,6-naphthyridine